NC1=NC=C(C2=C1COC2)NC(C(=O)N(C(C)C2=NC=CC=C2F)CC=2C=CC1=C(CCO1)C2)=O N1-(4-amino-1,3-dihydrofuro[3,4-c]pyridin-7-yl)-N2-((2,3-dihydrobenzofuran-5-yl)methyl)-N2-(1-(3-fluoropyridin-2-yl)ethyl)oxalamide